[Si](C)(C)(C(C)(C)C)OC1N(CC1)C=1C=C(N)C(=CC1F)CC1CCC1 3-((tert-Butyldimethylsilanyloxy)azetidin-1-yl)-6-(cyclobutylmethyl)-4-fluoroaniline